5-(5-fluoro-4-((1S,2R)-2-isopropylcyclopropyl)pyrrolo[1,2-b]pyridazin-2-yl)pyrimidine-2,4(1H,3H)-dione FC=1C=CN2N=C(C=C(C21)[C@@H]2[C@H](C2)C(C)C)C=2C(NC(NC2)=O)=O